4-Amino-7-bromo-1-(4-methylpyridin-3-yl)-2-oxo-1,2-dihydroquinoline-3-carboxylic acid methyl ester COC(=O)C=1C(N(C2=CC(=CC=C2C1N)Br)C=1C=NC=CC1C)=O